C(C)(C)(C)OC(NC1=C(SC(=C1)C)C1CC1)=O (2-cyclopropyl-5-methylthiophene-3-yl)carbamic acid tert-butyl ester